ClC=1C=C2N=C(C(N(C2=CC1Cl)C)=O)C1=CC=C(C=C1)C 6,7-dichloro-1-methyl-3-(p-tolyl)quinoxalin-2(1H)-one